C(=O)(O)CC(C[Se]CC(CN)CC(=O)O)CN 2-carboxymethyl-3-aminopropyl selenoether